Tert-butyl-((3R,5R)-1-(2-(6-bromo-1-(cyclopropylmethyl)-1H-indol-2-yl)-4-methoxy-3-methylbenzofuran-6-carbonyl)-5-fluoropiperidin-3-yl) carbamate C(N)(O[C@H]1C(N(C[C@@H](C1)F)C(=O)C1=CC2=C(C(=C(O2)C=2N(C3=CC(=CC=C3C2)Br)CC2CC2)C)C(=C1)OC)C(C)(C)C)=O